2-(trimethylsilyl)ethyl [rac-(1R,2S,4R,5S)-5-{2-[cis-3-(trifluoromethoxy)cyclobutane-1-carbonyl]hydrazinecarbonyl}-7-oxabicyclo[2.2.1]heptan-2-yl]carbamate FC(O[C@H]1C[C@H](C1)C(=O)NNC(=O)[C@@H]1[C@H]2C[C@@H]([C@@H](C1)O2)NC(OCC[Si](C)(C)C)=O)(F)F |&1:13,14,16,17|